(6R)-2-(3,4-dimethoxyphenyl)-6-(1-(8-isobutyl-8-azabicyclo[3.2.1]octan-3-yl)piperidin-4-yl)-5,6,7,8-tetrahydroimidazo[1,2-a]pyridine COC=1C=C(C=CC1OC)C=1N=C2N(C[C@H](CC2)C2CCN(CC2)C2CC3CCC(C2)N3CC(C)C)C1